(R)-N-(2-(5,5-difluoro-1-oxa-7-azaspiro[3.5]nonan-7-yl)pyrimidin-4-yl)-5-isopropyl-8-(6-methyl-1,6-diazaspiro[3.3]heptan-1-yl)-2,7-naphthyridin-3-amine FC1([C@]2(CCO2)CCN(C1)C1=NC=CC(=N1)NC=1N=CC2=C(N=CC(=C2C1)C(C)C)N1CCC12CN(C2)C)F